BrC=1C(=NC(=NC1)NC=1C=C2C(C(N(C2=CC1)C)=O)(C)C)NC1=C(C=CC=C1)S(=O)(=O)C(F)(F)F 5-[[5-bromo-4-[2-(trifluoromethylsulfonyl)anilino]pyrimidin-2-yl]amino]-1,3,3-trimethyl-indolin-2-one